N-(phenyl)-4-(phenylnaphthalen-3-yl)aniline C1(=CC=CC=C1)NC1=CC=C(C=C1)C=1C=C(C2=CC=CC=C2C1)C1=CC=CC=C1